NC=1C2=C(N=CN1)N(C(=C2C2=CC=C(C(=O)NCC1(CCC1)O)C=C2)C2=CC=C(C=C2)NC(C(=C)C)=O)C 4-(4-amino-6-(4-methacrylamido-phenyl)-7-methyl-7H-pyrrolo[2,3-d]pyrimidin-5-yl)-N-((1-hydroxycyclobutyl)methyl)benzamide